tert-Butyl (E)-(tert-Butyloxycarbonyl)(4-(2-ethoxyvinyl)-2-fluoro-6-nitrophenyl)carboxylate C(C)(C)(C)OC(=O)C=1C(=C(C(=CC1\C=C\OCC)[N+](=O)[O-])C(=O)OC(C)(C)C)F